4-(1-(tert-Butoxycarbonyl)-2,2-dimethylpiperidin-4-yloxy)-1-methylpyridinium iodide [I-].C(C)(C)(C)OC(=O)N1C(CC(CC1)OC1=CC=[N+](C=C1)C)(C)C